Br.C(C)SC(N)=N S-ethyl-isothiourea hydrobromide